monopyridine iodonium [IH2+].N1=CC=CC=C1